Methyl O-acetyl-N-(O-acetyl-N-(2-(4-((tert-butoxycarbonyl)amino)phenyl)thiazole-4-carbonyl)-L-allothreonyl)-L-serinate C(C)(=O)OC[C@H](NC([C@@H](NC(=O)C=1N=C(SC1)C1=CC=C(C=C1)NC(=O)OC(C)(C)C)[C@@H](OC(C)=O)C)=O)C(=O)OC